Sodium heptane-2-carboxylate CC(CCCCC)C(=O)[O-].[Na+]